C1(CCCCC1)C(C)N[C@@H]1[C@H](CCCC1)CC=1C=C2CN(C(C2=CC1)=O)C1C(NC(CC1)=O)=O 3-(5-(((1R,2S)-2-((1-cyclohexylethyl)amino)cyclohexyl)methyl)-1-oxoisoindolin-2-yl)piperidine-2,6-dione